[Li].O1CCCC1 tetrahydrofuran lithium